3-[4-(3,3-difluorocyclobutoxy)phenyl]azetidine 2,2,2-trifluoroacetic acid salt FC(C(=O)O)(F)F.FC1(CC(C1)OC1=CC=C(C=C1)C1CNC1)F